2-((E)-((E)-4-(cinnamoyloxy)benzylidene)amino)-3-methylpentanoic acid C(\C=C\C1=CC=CC=C1)(=O)OC1=CC=C(\C=N\C(C(=O)O)C(CC)C)C=C1